1,1-bis(methoxymethyl)-4,7-dimethyl-4,5,6,7-tetrahydroindene COCC1(C=CC=2C(CCC(C12)C)C)COC